docosyl-D-glutamic acid chloride C(CCCCCCCCCCCCCCCCCCCCC)N[C@H](CCC(=O)Cl)C(=O)Cl